C(N1CCC(CC1)C=1OC(=NN1)[C@@]12CNC[C@]2(C1)C(F)(F)F)([2H])([2H])[2H] 2-((1-methyl-d3)piperidin-4-yl)-5-((1S,5R)-5-(trifluoromethyl)-3-azabicyclo[3.1.0]hex-1-yl)-1,3,4-oxadiazole